C1(CCCCC1)NC=1C=2N=CN([C@H]3[C@H](O)[C@H](O)[C@@H](CO)O3)C2N=CN1 N6-(cyclohexyl)-adenosine